C1(=CC=CC=C1)S1N=C2C(=N1)C=CC=C2 2-phenylbenzo[c][1,2,5]thiadiazole